C(C)(C)(C)OC(=O)N1[C@@H]2CN([C@H](C1)C2)C2=CC(=CC=C2)C=C(Br)Br (1S,4S)-5-(3-(2,2-dibromovinyl)phenyl)-2,5-diazabicyclo[2.2.1]heptane-2-carboxylic acid tert-butyl ester